(R)-(1-(2-(7-(1-acetylpiperidin-4-yl)-1-(cyclopropylmethyl)-1H-indol-2-yl)-4-fluoro-3-methylpyrazolo[1,5-a]pyridine-6-carbonyl)piperidin-3-yl)carbamic acid tert-butyl ester C(C)(C)(C)OC(N[C@H]1CN(CCC1)C(=O)C=1C=C(C=2N(C1)N=C(C2C)C=2N(C1=C(C=CC=C1C2)C2CCN(CC2)C(C)=O)CC2CC2)F)=O